FC1=C(C=C(C=C1)NC(=O)C=1N(C(=C2C(N[C@@H](CCC21)C)=O)C)C)C (R)-N-(4-fluoro-3-methylphenyl)-2,3,6-trimethyl-4-oxo-2,4,5,6,7,8-hexahydropyrrolo[3,4-c]azepine-1-carboxamide